3,7-dimethyloct-2-yl formate 4-cyclohexyl-2-methyl-2-butyl-formate C1(CCCCC1)CCC(C)(C)C(=O)O.C(=O)OC(C)C(CCCC(C)C)C